FCC(C(CC(=O)O)NC(C(CC)N1C(C2=CC(=CC=C2C1)C1=CSC=C1)=O)=O)=O 5-fluoro-4-oxo-3-(2-(1-oxo-6-(thiophen-3-yl)isoindolin-2-yl)butanamido)pentanoic acid